NC1CCC(CC1)CN1CCN(CC1)C=1C=C2C(N(C(C2=CC1)=O)C1C(NC(CC1)=O)=O)=O 5-[4-[(4-aminocyclohexyl)methyl]piperazin-1-yl]-2-(2,6-dioxo-3-piperidyl)isoindoline-1,3-dione